5,17-dibutyl-11-(2-(diethylamino)ethyl)-7,15-dioxo-6,8,14,16-tetraoxa-11-azahenicosanedioate C(CCC)C(CCCC(=O)[O-])OC(OCCN(CCOC(OC(CCCC(=O)[O-])CCCC)=O)CCN(CC)CC)=O